FC1=CC=C(C(=O)N2CCC(=CC2)C2=C3C(=NC(=C2)NC(=O)C2CC2)NC=C3)C=C1 N-(4-(1-(4-fluorobenzoyl)-1,2,3,6-tetrahydropyridin-4-yl)-1H-pyrrolo[2,3-b]pyridin-6-yl)cyclopropylcarboxamide